C(C)OC=1C=C(C=2N(C1)N=C1C2C=NN1)C=1C=CC(=NC1)N1CC(N(CC1)C(=O)[O-])CO 4-(5-(6-Ethoxy-1H-pyrazolo[3',4':3,4]pyrazolo[1,5-a]pyridin-4-yl)pyridin-2-yl)-2-(Hydroxymethyl)piperazine-1-carboxylate